(2S,3R)-3-((2-aminopyridin-4-yl)methyl)-N2-(1-methyl-1H-pyrazol-3-yl)-N1-((R)-1-(2,3-difluoro-4-methylphenyl)propyl)-N2-methyl-4-oxoazetidine-1,2-dicarboxamide NC1=NC=CC(=C1)C[C@@H]1[C@H](N(C1=O)C(=O)N[C@H](CC)C1=C(C(=C(C=C1)C)F)F)C(=O)N(C)C1=NN(C=C1)C